1-(7-chloro-4-(((R)-1-(3-((R)-1,1-difluoro-2-hydroxypropyl)phenyl)ethyl)amino)pyrido[2,3-d]pyrimidin-6-yl)cyclopropane-1-carbonitrile ClC=1C(=CC2=C(N=CN=C2N[C@H](C)C2=CC(=CC=C2)C([C@@H](C)O)(F)F)N1)C1(CC1)C#N